(R)-1-(3,3-diphenylallyl)-3-ethyl-1-(1-(4-methoxyphenyl)ethyl)urea C1(=CC=CC=C1)C(=CCN(C(=O)NCC)[C@H](C)C1=CC=C(C=C1)OC)C1=CC=CC=C1